N1=C(C=CC=C1)/C=C/C1=NN(C2=CC=C(C=C12)C=O)C1OCCCC1 (E)-3-(2-(pyridin-2-yl)vinyl)-1-(tetrahydro-2H-pyran-2-yl)-1H-indazole-5-aldehyde